tert-butyl (2R,3R)-3-(4-(4,6-dichloro-7H-pyrrolo[2,3-d]pyrimidin-7-yl)phenyl)-2-methylmorpholine-4-carboxylate ClC=1C2=C(N=CN1)N(C(=C2)Cl)C2=CC=C(C=C2)[C@H]2N(CCO[C@@H]2C)C(=O)OC(C)(C)C